7-((2-chlorobenzyl)oxy)-1,2,3,4-tetrahydroisoquinoline ClC1=C(COC2=CC=C3CCNCC3=C2)C=CC=C1